FC(OC=1C=NC(=NC1)N1CCN(CC1)C(CCCC1=NNC(C2=CC=CC=C12)=O)=O)F 4-(4-(4-(5-(difluoromethoxy)pyrimidin-2-yl)piperazin-1-yl)-4-oxobutyl)phthalazin-1(2H)-one